FC=1C=C(C=CC1)CN1C(C(CC1=O)C1=CC=CC=C1)CC(=O)NS(=O)(=O)C 2-[1-[(3-fluorophenyl)methyl]-5-oxo-3-phenylpyrrolidin-2-yl]-N-methylsulfonylacetamide